ClC=1C=C2C=C(N(C2=CC1)C)C(=O)N1CCC(CC1)NC(C1=CC=NC=C1)=O (5-Chloro-1-methyl-1H-indol-2-yl)(4-isonicotinamidopiperidin-1-yl)methanone